3-methyl-5-(N-(4-(4-(tert-butoxycarbonyl)piperazin-1-yl)-3-(trifluoromethyl)phenyl)-N-phenethylsulfamoyl)benzofuran-2-carboxylic acid CC1=C(OC2=C1C=C(C=C2)S(N(CCC2=CC=CC=C2)C2=CC(=C(C=C2)N2CCN(CC2)C(=O)OC(C)(C)C)C(F)(F)F)(=O)=O)C(=O)O